[1-(1-tert-butoxy-3-cyclobutyl-1-oxopropan-2-yl)-5-methoxy-2-oxo-1,2-dihydropyridin-4-yl]boronic acid C(C)(C)(C)OC(C(CC1CCC1)N1C(C=C(C(=C1)OC)B(O)O)=O)=O